C(#N)C1=CC(=C(C=C1)NC(C(C)(C)N1N=CC(=C1)C#CC1CN(C1)C=1C=C2C(N(C(C2=CC1)=O)C1C(NC(CC1)=O)=O)=O)=O)F N-(4-cyano-2-fluorophenyl)-2-(4-((1-(2-(2,6-dioxopiperidin-3-yl)-1,3-Dioxoisoindoline-5-yl)azetidin-3-yl)ethynyl)-1H-pyrazol-1-yl)-2-methylpropionamide